(1S,2S,3R,5S)-(+)-pinene-2,3-diol C1=2[C@]([C@@H](C[C@H](C1(C)C)C2)O)(C)O